ClC=1C(=CC=2C3=C(C(N(C2N1)C=1C(=NC=CC1SC)C(C)C)=O)NC([C@@H]1N3C[C@H](NC1)C)=O)Cl (2R,4aR)-10,11-Dichloro-8-(2-isopropyl-4-(methylthio)pyridin-3-yl)-2-methyl-5,7-dioxo-1,2,4,4a,5,6,7,8-Octahydro-3H-pyrazino[1',2':4,5]pyrazino[2,3-c][1,8]naphthyridine